3-(4-cyclopropyl-6-methoxypyrimidin-5-yl)-N-(4-(1-isopropyl-4-(trifluoromethyl)-1H-imidazol-2-yl)benzyl)-6-methyl-1,2,4-triazin-5-amine C1(CC1)C1=NC=NC(=C1C=1N=NC(=C(N1)NCC1=CC=C(C=C1)C=1N(C=C(N1)C(F)(F)F)C(C)C)C)OC